O=C1C=C(C=CC(=O)O)C=CC1=O 3,4-dioxocinnamic acid